CC(C(=O)C1=CC=C(C=C1)SC)(C)N1CCOCC1 2-Methyl-1-(4-methylthiophenyl)-2-morpholinopropane-1-one